4-(3-ethyl-7-fluoro-1H-indol-5-yl)-5,6-dihydropyridine-1(2H)-carboxylic acid tert-butyl ester C(C)(C)(C)OC(=O)N1CC=C(CC1)C=1C=C2C(=CNC2=C(C1)F)CC